(R)-1-(3-(1-(4-(2-fluoro-3-methoxyphenoxy)phenyl)-5-methylimidazo[1,5-a]pyrazin-3-yl)pyrrolidin-1-yl)but-2-yn-1-one FC1=C(OC2=CC=C(C=C2)C=2N=C(N3C2C=NC=C3C)[C@H]3CN(CC3)C(C#CC)=O)C=CC=C1OC